N1(CCC1)C1CCN(CC1)C=1C(=C2C(=CN1)NC(=C2C(C)C)C=2C(=C(C=1N(C2)N=CN1)C)C)F 6-(5-(4-(azetidin-1-yl)piperidin-1-yl)-4-fluoro-3-isopropyl-1H-pyrrolo[2,3-c]pyridin-2-yl)-7,8-dimethyl-[1,2,4]triazolo[1,5-a]pyridine